COC([C@@H](COC1=CC=C(C=C1)C#N)O)=O.C[SiH](C1=CC=C(C=C1)C12CC3CC(CC(C1)C3)C2)C dimethyl-(4-adamantylphenyl)silane Methyl-(R)-3-(4-cyanophenoxy)-2-hydroxypropanoate